3-{4-Chloro-2-fluoro-5-[(E)-(hydroxyimino)methyl]phenyl}-6-(1,1-difluoroethyl)-1-methylpyrimidin-2,4(1H,3H)-dion ClC1=CC(=C(C=C1/C=N/O)N1C(N(C(=CC1=O)C(C)(F)F)C)=O)F